3-{5-bromo-6-[(7-oxo-5,6,7,8-tetrahydro-1,8-naphthyridin-4-yl)oxy]-3-pyridinyl}-[5-(trifluoromethyl)-3-pyridinyl]-2,4-imidazolidinedione BrC=1C=C(C=NC1OC1=CC=NC=2NC(CCC12)=O)N1C(N(CC1=O)C=1C=NC=C(C1)C(F)(F)F)=O